C(#N)C1=CC2=C(NC(=N2)[C@@H](N[S@](=O)C(C)(C)C)C2CCC(CC2)(F)F)C=C1 (R)-N-((S)-(5-Cyano-1H-benzo[d]imidazol-2-yl)(4,4-difluorocyclohexyl)methyl)-2-methylpropane-2-sulfinamide